[Si](C)(C)(C(C)(C)C)OCCCCC[C@H](CCC(C)(F)F)NS(=O)C(C)(C)C N-((R)-10-((tert-butyldimethylsilyl)oxy)-2,2-difluorodec-5-yl)-2-methylpropan-2-sulfinamide